C(C)(C)N1N=CC(=C1C1=NC=C(C(=N1)NCC1=CC=C(C=C1)C1=NC=CC=C1)OC)OC 2-(1-Isopropyl-4-methoxy-1H-pyrazol-5-yl)-5-methoxy-N-(4-(pyridin-2-yl)benzyl)pyrimidin-4-amine